COC(CC(C(CC=C)CC1=CC=C(C=C1)F)=O)=O 4-(4-Fluorobenzyl)-3-oxohept-6-enoic acid methyl ester